N-[(3R)-pyrrolidin-3-yl]pyridin-3-amine N1C[C@@H](CC1)NC=1C=NC=CC1